IC1=NN2C(N(CCC2)C2=NC(=NC=C2)NC2=NN(C=C2)C)=C1 4-(2-iodo-6,7-dihydropyrazolo[1,5-a]pyrimidin-4(5H)-yl)-N-(1-methyl-1H-pyrazol-3-yl)pyrimidin-2-amine